C(C)OC(=O)C1=CC=2C(=NN(N2)C2=C(C=C(C=C2)OC)O)C=C1 2-(2-hydroxy-4-methoxyphenyl)2H-benzotriazole-5-carboxylic acid ethyl ester